4-bromo-2-(2-chlorophenyl)benzoic acid BrC1=CC(=C(C(=O)O)C=C1)C1=C(C=CC=C1)Cl